N-(1'-(2-(2,6-dioxopiperidin-3-yl)-1,3-dioxoisoindolin-5-yl)-[1,3'-biazetidin]-3-yl)-5-(4-((7-ethyl-6-oxo-5,6-dihydro-1,5-naphthyridin-3-yl)methyl)piperazin-1-yl)picolinamide O=C1NC(CCC1N1C(C2=CC=C(C=C2C1=O)N1CC(C1)N1CC(C1)NC(C1=NC=C(C=C1)N1CCN(CC1)CC=1C=NC=2C=C(C(NC2C1)=O)CC)=O)=O)=O